(1aR,7bS)-5-[2-((Z)-4-diethylaminobut-1-enyl)-4-fluorobenzenesulfonyl-amino]-1,1a,2,7b-tetrahydrocyclopropa[c]benzopyran-4-carboxylic acid C(C)N(CC\C=C/C1=C(C=CC(=C1)F)S(=O)(=O)NC1=C(C2=C([C@@H]3[C@H](CO2)C3)C=C1)C(=O)O)CC